4-bromo-5,6-dihydrospiro[cyclopenta[c]pyridine-7,2'-pyrrolidin]-5'-one BrC=1C2=C(C=NC1)C1(NC(CC1)=O)CC2